Copper iron tin sulfide [Sn]=S.[Fe].[Cu]